3-(2-hydroxyethyl)2-propanesulfonic acid OCCCC(C)S(=O)(=O)O